3-hydroxy-4-methoxyphenylpropanal-13C OC=1C=C(C=CC1OC)C([13CH]=O)C